N-((2R,3R,4R,5R,6R)-2-(2-(2-(2-(2-aminoethoxy)ethoxy)ethoxy)ethoxy)-4,5-dihydroxy-6-(hydroxymethyl)tetrahydro-2H-pyran-3-yl)acetamide NCCOCCOCCOCCO[C@@H]1O[C@@H]([C@@H]([C@@H]([C@H]1NC(C)=O)O)O)CO